(R)-3-(3-fluoro-4-(6-(2-propyl-2H-tetrazol-5-yl)pyridin-3-yl)phenyl)-5-(1-hydroxy-2-fluoroethyl)oxazolidin-2-one FC=1C=C(C=CC1C=1C=NC(=CC1)C=1N=NN(N1)CCC)N1C(O[C@H](C1)C(CF)O)=O